Cl.N1C[C@H](CCC1)C1=CC=C(C=C1)NC(OCC1=CN=CO1)=O oxazol-5-ylmethyl (R)-(4-(piperidin-3-yl)phenyl)carbamate hydrochloride